2-(2,6-Dimethyl-4-((4-(pyridin-2-yl)piperazin-1-yl)methyl)phenoxy)-2-methylpropanoic acid CC1=C(OC(C(=O)O)(C)C)C(=CC(=C1)CN1CCN(CC1)C1=NC=CC=C1)C